6-amino-4-((2-fluoroethyl)amino)nicotinonitrile NC1=NC=C(C#N)C(=C1)NCCF